8-amino-6-chloro-2,7-naphthyridin-3-ylcarbamic acid benzyl ester C(C1=CC=CC=C1)OC(NC=1N=CC2=C(N=C(C=C2C1)Cl)N)=O